CN1CCC(CC1)OC=1C=C(CN2CCCC23CCN(CC3)C(=O)OC(C(F)(F)F)C(F)(F)F)C=C(C1)C(F)(F)F 1,1,1,3,3,3-Hexafluoropropan-2-yl 1-(3-(1-methylpiperidin-4-yloxy)-5-(trifluoromethyl) benzyl)-1,8-diazaspiro[4.5]decane-8-carboxylate